FC1=CC=CC(=N1)C(=O)N 6-fluoropyridineamide